C(CC)NP(N)(N)=S N-propylphosphorothioic triamide